ethyl 8-fluoro-1h,2h,3h,4h,5h-pyrido[4,3-b]indole-2-carboxylate FC1=CC=2C3=C(NC2C=C1)CCN(C3)C(=O)OCC